2-fluoro-3-(trifluoromethyl)phenylacetic acid FC1=C(C=CC=C1C(F)(F)F)CC(=O)O